ClC=1C(=CC=2C3=C(C=NC2C1CC#N)CN([C@H]3C)C(=O)OC(C)(C)C)OC tert-butyl (1S)-7-chloro-6-(cyanomethyl)-8-methoxy-1-methyl-1,3-dihydropyrrolo[3,4-c]quinoline-2-carboxylate